COC(=O)C1=CC=2C(=NC(=CC2Cl)C)N1.C(CC)N([Si](CCC)(CCC)CCC)[SiH3] tetrapropyl-disilazane methyl-4-chloro-6-methyl-1H-pyrrolo[2,3-b]pyridine-2-carboxylate